IC(C)(CC)C 2-Iodo-2-methylbutane